CN1C(=CC=C1C)C(=O)OCC ethyl 1,5-dimethylpyrrole-2-carboxylate